Cl.FC=1C=C2CC[C@H](C2=CC1)N (R)-5-Fluoroindan-1-amine hydrochloride